(7S,8aS)-6-oxo-7-(prop-2-yn-1-yl)-hexahydropyrrolo[1,2-a]pyrazine-2-carboxylic acid tert-butyl ester C(C)(C)(C)OC(=O)N1C[C@H]2N(CC1)C([C@H](C2)CC#C)=O